bis(4-vinylphenyl)-[1,1'-biphenyl]-4,4'-diamine C(=C)C1=CC=C(C=C1)C=1C(=C(C=CC1N)C1=CC=C(C=C1)N)C1=CC=C(C=C1)C=C